C1(CC1)N1N=C(C2=C1C=NN(C2=O)CC(=O)N[C@@H](C)C2=C(C=C(C=C2)C)F)C (S)-2-(1-Cyclopropyl-3-methyl-4-oxo-1,4-dihydro-5H-pyrazolo[3,4-d]pyridazin-5-yl)-N-(1-(2-fluoro-4-methylphenyl)ethyl)acetamid